C(CC)(=O)O.C(CC)(=O)O Propionic acid Propionate